C=1(C=2N(C=CN1)C=CC2)O pyrrolo[1,2-a]pyrazine-1-ol